5-bromoimidazo[1,2-a]pyridin-8-amine BrC1=CC=C(C=2N1C=CN2)N